4-Methoxy-N-[(1S)-5,5,5-trifluoro-4,4-dimethyl-1-[7-[[(3S*,5S)-2-oxo-5-(trifluoromethyl)pyrrolidin-3-yl]methyl]imidazo[1,2-b]pyridazin-2-yl]pentyl]-1,2,5-oxadiazole-3-carboxamide COC=1C(=NON1)C(=O)N[C@@H](CCC(C(F)(F)F)(C)C)C=1N=C2N(N=CC(=C2)C[C@@H]2C(N[C@@H](C2)C(F)(F)F)=O)C1 |o1:29|